tert-butyl 4-(2-(4-(3-(2,6-dioxopiperidin-3-yl)-1-methyl-1H-indazol-6-yl)piperidin-1-yl)ethyl)piperidine-1-carboxylate O=C1NC(CCC1C1=NN(C2=CC(=CC=C12)C1CCN(CC1)CCC1CCN(CC1)C(=O)OC(C)(C)C)C)=O